COC(CC(C[N+](=O)[O-])C1=CC(=CC(=C1)F)F)=O 3-(3,5-difluorophenyl)-4-nitrobutanoic acid methyl ester